isobutyrylphenethyl isobutyrate C(C(C)C)(=O)OC(CC1=CC=CC=C1)C(C(C)C)=O